BrC=1C=C2C=CC(=CC2=CC1)COC1=C(C=O)C=CC=C1 ((6-bromonaphthalen-2-yl)methoxy)benzaldehyde